FC(S(=O)(=O)OC1=CC2(COC2)CCN1C(=O)OC(C)(C)C)(F)F tert-butyl 6-(trifluoromethanesulfonyloxy)-2-oxa-7-azaspiro[3.5]non-5-ene-7-carboxylate